FC1=CC=C(C=C1)C=1C(=NC2=CC(=CC(=C2C1)C(C)NC1=C(C(=O)O)C=CC=C1)C)C1=CC(=NC=C1)OC 2-((1-(3-(4-fluorophenyl)-2-(2-methoxypyridin-4-yl)-7-methylquinolin-5-yl)ethyl)amino)benzoic acid